1-((4-(5-(quinoline-3-yl)-1,2,4-oxadiazol-3-yl)naphthalen-1-yl)methyl)azetidine-3-carboxylic acid N1=CC(=CC2=CC=CC=C12)C1=NC(=NO1)C1=CC=C(C2=CC=CC=C12)CN1CC(C1)C(=O)O